(R)-4-(3H-[1,2,3]triazolo[4,5-b]pyridin-3-yl)-2-chloro-N-(piperidin-3-yl)-N-(quinolin-2-yl)benzamide N1=NN(C2=NC=CC=C21)C2=CC(=C(C(=O)N(C1=NC3=CC=CC=C3C=C1)[C@H]1CNCCC1)C=C2)Cl